2-methyl-10-((methylsulfonyl)methyl)-3-oxo-3,4,6,7-tetrahydro-2H-2,4,7-triaza-dibenzo[cd,f]azulene-9-carboxamide CN1C=C2C3=C(NC=C3CNC3=C2C=C(C(=C3)C(=O)N)CS(=O)(=O)C)C1=O